ClCCC=1C=CC=C2C(=NNC12)I 7-(2-chloroethyl)-3-iodo-1H-indazole